C1(=CC(=CC=C1)C1=NN=C(O1)C1N(CCC1)C#N)C1=CC=CC=C1 (5-([1,1'-Biphenyl]-3-yl)-1,3,4-oxadiazol-2-yl)pyrrolidine-1-carbonitrile